N-(2-azaspiro[3.3]heptan-6-ylmethyl)-1,1-dioxo-thietan-3-amine C1NCC12CC(C2)CNC2CS(C2)(=O)=O